2-(2-(4,4-dimethyl-1-cyclohexenyl)ethyl)thiazolidine-4-carboxylic acid CC1(CC=C(CC1)CCC1SCC(N1)C(=O)O)C